7-chloro-2,4-dimethyl-2-(4-((3-(trifluoromethyl)oxetan-3-yl)amino)cyclohexyl)benzo[d][1,3]dioxole-5-carboxylic acid ClC1=CC(=C(C2=C1OC(O2)(C2CCC(CC2)NC2(COC2)C(F)(F)F)C)C)C(=O)O